5-Nitro-2-(1H-1,2,3-triazol-1-yl)-3-(trifluoromethyl)pyridine ethyl-2-(4-tert-butylphenyl)thiazole-5-carboxylate C(C)OC(=O)C1=CN=C(S1)C1=CC=C(C=C1)C(C)(C)C.[N+](=O)([O-])C=1C=C(C(=NC1)N1N=NC=C1)C(F)(F)F